C(C=C)N1C(N=C(C2=CC=C(C(=C12)C)OC)C=1C=NC(=C(C1)C)C(F)F)(C)C 1-allyl-4-(6-(difluoromethyl)-5-methylpyridin-3-yl)-7-methoxy-2,2,8-trimethyl-1,2-dihydroquinazoline